4-[4-(2-amino-2-methylpropyl)phenyl]-3-(6-morpholin-4-ylpyridazin-4-yl)oxybenzonitrile NC(CC1=CC=C(C=C1)C1=C(C=C(C#N)C=C1)OC1=CN=NC(=C1)N1CCOCC1)(C)C